C(C)(C)(C)OOC(C)(CCC(C)(C)OOC(C)(C)C)C 2,5-bis(tert.-butyldioxy)-2,5-dimethylhexane